1-(bromomethyl)-2-nitro-4-(trifluoromethyl)benzene Methyl-(5-(2,4-difluoro-5-((4-oxo-3,4-dihydrophthalazin-1-yl)methyl)phenyl)-1H-benzoimidazol-2-yl)carbamate CN(C(O)=O)C1=NC2=C(N1)C=CC(=C2)C2=C(C=C(C(=C2)CC2=NNC(C1=CC=CC=C21)=O)F)F.BrCC2=C(C=C(C=C2)C(F)(F)F)[N+](=O)[O-]